N(=C=O)CC(OC)OC 2-isocyanato-1,1-dimethoxy-ethane